3-(7-(trifluoromethyl)-2,3,4,5-tetrahydrobenzo[b]oxepin-2-yl)benzoic acid FC(C1=CC2=C(OC(CCC2)C=2C=C(C(=O)O)C=CC2)C=C1)(F)F